C(CCCCC)C(COC(CCCl)=O)CCCCCCCC.ClCCC(=O)OCC(CCCCCCCC)CCCCCC 2-hexyldecyl 3-chloropropanoate 2-Hexyldecyl-3-chloropropanoate